1-(tert-butyl) 7-methyl 8-(cyclopropylmethyl)-3,8-dihydropyrrolo[3,2-g]indole-1,7(2H)-dicarboxylate C1(CC1)CN1C(=CC=2C=CC3=C(C12)N(CC3)C(=O)OC(C)(C)C)C(=O)OC